C(#N)C1(CC1)C=1C=C(C=CC1)C1=NN(C=2C1=NC=C(C2)C(=O)NC2(CS(C2)(=O)=O)C)C(C)C 3-(3-(1-cyanocyclopropyl)phenyl)-1-isopropyl-N-(3-methyl-1,1-dioxidothietan-3-yl)-1H-pyrazolo[4,3-b]pyridine-6-carboxamide